C1(CC1)NC(C(C(CC1C(NCC1)=O)NC(C(CCCC)NC(OC(C(C)(C)C1=CC(=CC=C1)Cl)C1=CC=CC=C1)=O)=O)=O)=O 2-(3-chlorophenyl)-2-methyl-1-phenylpropyl (1-((4-(cyclopropylamino)-3,4-dioxo-1-(2-oxopyrrolidin-3-yl)butan-2-yl)amino)-1-oxohexan-2-yl)carbamate